ClC1=CC=2C(=C3C(=NC2C=C1F)C1=CC2=C(C(N1C3)=O)COC([C@]2(O)CC)=O)CNC(CO)=O (S)-N-((9-chloro-4-ethyl-8-fluoro-4-hydroxy-3,14-dioxo-3,4,12,14-tetrahydro-1H-pyrano[3',4':6,7]indolizino[1,2-b]quinolin-11-yl)methyl)-2-hydroxyacetamide